C(N)(=N)C=1C=C2C=CC(=CC2=CC1)O L-6-amidino-2-naphthol